4-bromo-2-cyano-N-methyl-5-[(1-methylpiperidin-4-yl)amino]furo[2,3-c]pyridine-7-carboxamide BrC1=C2C(=C(N=C1NC1CCN(CC1)C)C(=O)NC)OC(=C2)C#N